(2S,4R)-N-[1-cyclopropyl-1-(5-methyl-1,2,4-oxadiazol-3-yl)ethyl]-1-[(2S)-2-(4-cyclopropyltriazol-1-yl)-3,3-dimethyl-butanoyl]-4-hydroxy-pyrrolidine-2-carboxamide C1(CC1)C(C)(C1=NOC(=N1)C)NC(=O)[C@H]1N(C[C@@H](C1)O)C([C@H](C(C)(C)C)N1N=NC(=C1)C1CC1)=O